ClC(CCCCCCCCCCCCCCC)OC(=O)C1CCCCC1.[I-].C1(CCCCC1)C(=O)OC(CCCCCCCCCCCCCCC)[N+]1(CCC=C(C1)C1=NSN=C1OCCCCCC)C 1-[5-(4-hexoxy-1,2,5-thiadiazol-3-yl)-1-methyl-3,6-dihydro-2H-pyridin-1-ium-1-yl]hexadecyl cyclohexanecarboxylate iodide 1-Chlorohexadecyl-cyclohexanecarboxylate